C(C)OC(C1=CC(=C(C=C1)NC(C)=O)Cl)=O 4-Acetamido-3-chlorobenzoic acid ethyl ester